tert-butyl-4-(((6-amino-5-chloropyrimidin-4-yl)amino)methyl)piperidine-1-carboxylate C(C)(C)(C)OC(=O)N1CCC(CC1)CNC1=NC=NC(=C1Cl)N